N-(4-(3-amino-N-methylpropylsulfonimidoyl)phenyl)-3-(2,3-difluoro-4-methoxyphenyl)imidazo[1,2-a]pyrazin-8-amine NCCCS(=O)(=NC)C1=CC=C(C=C1)NC=1C=2N(C=CN1)C(=CN2)C2=C(C(=C(C=C2)OC)F)F